CC1(NCC1CN1CCC(CC1)N1N=CC(=C1C)C=1C=C(C=2N(C1)N=CC2C#N)OC)C 6-(1-(1-((2,2-dimethylazetidin-3-yl)methyl)piperidin-4-yl)-5-methyl-1H-pyrazol-4-yl)-4-methoxypyrazolo[1,5-a]pyridine-3-carbonitrile